COC=1C=C(C=CC1)CN1N=C2N=C(N=C(C2=C1)N)C=1OC=CN1 2-[(3-methoxyphenyl)methyl]-6-(1,3-oxazol-2-yl)-2H-pyrazolo[3,4-d]pyrimidin-4-amine